C(C(CCC)(O)O)(O)(O)O pentanpentol